2-amino-4H-benzo[e][1,3]oxazine NC=1OC2=C(CN1)C=CC=C2